FC(N1N=CC(=C1C1=CC=2N(C=C1)N=C(C2)NC2=NC(=CN=C2)C)OC[C@@H]2N(CC2)CC)F 5-[2-(difluoromethyl)-4-[[(2R)-1-ethylazetidin-2-yl]methoxy]pyrazol-3-yl]-N-(6-methylpyrazin-2-yl)pyrazolo[1,5-a]pyridin-2-amine